BrCCOCC1=CC=CC=C1 2-bromoethoxymethylbenzene